COC=1C=C2CCN(C(C2=CC1)=O)C1=NC=CC=C1 6-methoxy-2-(pyridin-2-yl)-3,4-dihydroisoquinolin-1(2H)-one